FC1=CC(=C2C=CNC2=C1)N(C(OC(C)(C)C)=O)C1CCOCC1 tert-butyl (6-fluoro-1H-indol-4-yl)(tetrahydro-2H-pyran-4-yl)carbamate